ClC1=CC(=C(C=C1)C1=NN2C(CN(CC2)C(C=C)=O)=C1C1=CC=NC=C1)OC 1-[2-(4-chloro-2-methoxyphenyl)-3-(pyridin-4-yl)-6,7-dihydropyrazolo[1,5-a]pyrazin-5(4H)-yl]prop-2-en-1-one